2-chloro-N-((2-chlorophenyl)sulfonyl)-N-(3-((4-phenylpiperazin-1-yl)methyl)phenyl)benzenesulfonamide tert-butyl-N-(6-bromo-3-fluoro-2-methyl-4-pyridyl)carbamate C(C)(C)(C)OC(NC1=C(C(=NC(=C1)Br)C)F)=O.ClC1=C(C=CC=C1)S(=O)(=O)N(C1=CC(=CC=C1)CN1CCN(CC1)C1=CC=CC=C1)S(=O)(=O)C1=C(C=CC=C1)Cl